BrC1=CC(=CC=2C(C3=CC(=CC=C3C12)C(C)(C)C)(CCCCCCCC)CCCCCCCC)C(C)(C)C 4-Bromo-2,7-di-t-butyl-9,9-di-n-octylfluoren